C1(=CC=CC=C1)C=1C(=CC(=CC1)N)C1=CC=CC=C1 (1,1':2',1''-terphenyl-4'-yl)amine